9-([1,1'-biphenyl]-4-yl)-3-(4,4,5,5-tetramethyl-1,3,2-dioxaborolan-2-yl)-9H-carbazole C1(=CC=C(C=C1)N1C2=CC=CC=C2C=2C=C(C=CC12)B1OC(C(O1)(C)C)(C)C)C1=CC=CC=C1